COC1=CC=C(CN(S(=O)(=O)C2=C(C=CC(=C2C=2N=NN(N2)CC2=CC=C(C=C2)OC)I)S(=O)O)CC2=CC=C(C=C2)OC)C=C1 2-(N,N-bis(4-methoxybenzyl)sulfamoyl)-4-iodo-3-(2-(4-methoxybenzyl)-2H-tetrazol-5-yl)benzenesulfinic acid